C1CC12OCCN(C2)CCC (S)-1-(4-oxa-7-azaspiro[2.5]octane-7-yl)propane